Tert-butyl (4R)-4-[1-(2,6-dioxo-3-piperidyl)-3-methyl-2-oxo-benzimidazol-4-yl]-2,2-dimethyl-piperidine-1-carboxylate O=C1NC(CCC1N1C(N(C2=C1C=CC=C2[C@H]2CC(N(CC2)C(=O)OC(C)(C)C)(C)C)C)=O)=O